6-(4-(4-(azetidine-3-carbonyl)piperazin-1-yl)phenyl)-4-methoxypyrazolo[1,5-a]pyridine-3-carbonitrile N1CC(C1)C(=O)N1CCN(CC1)C1=CC=C(C=C1)C=1C=C(C=2N(C1)N=CC2C#N)OC